trans-1-[2-(2,4-dichlorophenyl)-4-propyl-1,3-dioxolan-2-ylmethyl]-1H-1,2,4-triazole ClC1=C(C=CC(=C1)Cl)[C@@]1(OC[C@@H](O1)CCC)CN1N=CN=C1